CNS(=O)(=O)NC=1C=C(C=CC1)CN1C(OC2=C(C1)C=CC(=C2)OC2=NC=CC=N2)=O (R)-3-({3-[(methylsulfamoyl)amino]phenyl}methyl)-7-(pyrimidin-2-yloxy)-3,4-dihydro-2H-1,3-benzoxazin-2-one